C(CCCCCCC)N(SC=1SC2=C(N1)C=CC=C2)CCCCCCCC N,N-dioctyl-2-benzothiazolyl-sulfenamide